ClC1=C(C=CC(=C1)F)CNC(=O)C=1C(C(=C2N(C[C@@H]3N(C2=O)[C@H]2CC[C@@H]3C2)C1)O)=O (1R,4S,12aR)-N-(2-chloro-4-fluorophenylmethyl)-7-hydroxy-6,8-dioxo-1,2,3,4,6,8,12,12a-octahydro-1,4-methanodipyrido[1,2-a:1',2'-d]pyrazine-9-carboxamide